COC1=CC=C(CN(C2=CC(=NC=N2)N2C(=NC(=C2)C)NC(C)=O)CC2=CC=C(C=C2)OC)C=C1 N-(1-(6-(bis(4-methoxybenzyl)amino)pyrimidin-4-yl)-4-methyl-1H-imidazol-2-yl)acetamide